Cl.N1=CC(=C2N1C=CC=C2)N pyrazolo[1,5-a]pyridin-3-amine, hydrochloride salt